[4-(difluoromethyl)phenyl]acetic acid FC(C1=CC=C(C=C1)CC(=O)O)F